xylylene adipate C1(CCCCC(=O)OCC=2C(=CC=CC2)CO1)=O